P(=O)([O-])([O-])[O-].C[P+3] methyl-phosphorus (phosphate)